7-(4-cyclopropyl-1H-imidazol-1-yl)-4-methoxyisoquinolin-1(2H)-one C1(CC1)C=1N=CN(C1)C1=CC=C2C(=CNC(C2=C1)=O)OC